C(C)(C)(C)N1N=CC(=C1)NC1=NC=C(C(=N1)NCC(=C)C)C(=O)N 2-((1-tert-butyl-1H-pyrazol-4-yl)amino)-4-((2-methylallyl)amino)pyrimidin-5-carboxamide